1-thioglucose tetraacetate C(C)(=O)O.C(C)(=O)O.C(C)(=O)O.C(C)(=O)O.S=C[C@H](O)[C@@H](O)[C@H](O)[C@H](O)CO